CC1(OC=2C=C(C=C(C2C2C1CC=C(C2)C)O)CCC#CCCCC)C 6,6,9-Trimethyl-3-oct-3-ynyl-6a,7,10,10a-tetrahydrobenzo[c]chromen-1-ol